tert-Butyl (3S)-3-((4-(4-bromo-6-chloro-1-(tetrahydro-2H-pyran-2-yl)-1H-indazol-5-yl)butoxy)methyl)-3-fluoropiperidine-1-carboxylate BrC1=C2C=NN(C2=CC(=C1CCCCOC[C@]1(CN(CCC1)C(=O)OC(C)(C)C)F)Cl)C1OCCCC1